C1=CC=CC=2C3=CC=CC=C3N(C12)C=1C=C(C=C(C1)N1C2=CC=CC=C2C=2C=CC=CC12)[Si](C1=CC=CC=C1)(C1=CC=CC=C1)C1=CC(=CC(=C1)N1C2=CC=CC=C2C=2C=CC=CC12)N1C2=CC=CC=C2C=2C=CC=CC12 Bis[3,5-di(9H-carbazol-9-yl)phenyl]diphenylsilane